OC1=C(C=C(C(=O)O)C(=C1)O)C(=O)O 4,6-dihydroxyisophthalic acid